C(C)(C)(C)OC(N(C)[C@H](C(=O)NCCC1=CC(=CC(=C1)F)NC1=NC(=C(N=C1C(N)=O)CC)C1CC1)C)=O (S)-(1-((3-((3-carbamoyl-6-cyclopropyl-5-ethylpyrazin-2-yl)amino)-5-fluorophenylethyl)amino)-1-oxopropan-2-yl)(methyl)carbamic acid tert-butyl ester